2-(4-iodo-2-pyridyl)-2-methyl-propionamide IC1=CC(=NC=C1)C(C(=O)N)(C)C